COC(=O)C=1SC2=C(N1)C=CC(=C2)Br.NC2=CC=C(C(=O)NC1=NC=C(N=C1)C)C=C2 4-amino-N-(5-methylpyrazin-2-yl)benzamide methyl-6-bromobenzo[d]thiazole-2-carboxylate